tert-butyl (4-amino-3-iodobenzyl)carbamate NC1=C(C=C(CNC(OC(C)(C)C)=O)C=C1)I